C(CCCCCCCCC(=O)O)(=O)O.CN1C(CC(CC1(C)C)O)(C)C.CN1C(CC(CC1(C)C)O)(C)C bis(1,2,2,6,6-pentamethyl-4-hydroxypiperidine) sebacate